3,6,9-trioxyundecane CCC(CCC(CCC(CC)O)O)O